FC1=C(C=CC=C1C[C@@H]1N(C[C@@H]([C@@H]1NS(=O)(=O)CC)F)C(=O)C1OCC1)C1=CC(=CC(=C1)C)F N-[(2S,3R,4S)-2-[(2,3'-difluoro-5'-methyl-[1,1'-biphenyl]-3-yl)methyl]-4-fluoro-1-(oxetane-2-carbonyl)pyrrolidin-3-yl]ethanesulfonamide